C(C)(C)(C)OC(=O)N1CC2(OC(C3=CC=CC=C23)=O)C1 3'-oxo-3'H-spiro[azetidine-3,1'-isobenzofuran]-1-carboxylic acid tert-butyl ester